C(#N)C1=CC=C(C=C1)C1=CC=C(C=C1)OC1C(COC1)NS(=O)(=O)C(C)C N-{4-[(4'-cyanobiphenyl-4-yl)oxy]tetra-hydrofuran-3-yl}propane-2-sulfonamide